ethyl 2-(2-fluoro-3-methylphenyl)benzo[d]imidazo[2,1-b]thiazole-7-carboxylate FC1=C(C=CC=C1C)C=1N=C2SC3=C(N2C1)C=CC(=C3)C(=O)OCC